C12(CC3CC(CC(C1)C3)C2)P(C(C)C)C(C)C 1-adamantyl-di-(iso-propyl)phosphine